2-(2,6-dioxopiperidin-3-yl)-5-fluoro-6-((4-(4-(1-(4-hydroxyphenyl)-2-phenylbuta-1-En-1-yl)phenyl)piperazin-1-yl)methyl)isoindoline-1,3-dione O=C1NC(CCC1N1C(C2=CC(=C(C=C2C1=O)F)CN1CCN(CC1)C1=CC=C(C=C1)C(=C(CC)C1=CC=CC=C1)C1=CC=C(C=C1)O)=O)=O